(S)-2,6-dichloro-4-(1,1,2-trifluoro-1-(4-methyl-4H-1,2,4-triazol-3-yl)propan-2-yl)pyridine ClC1=NC(=CC(=C1)[C@](C(C1=NN=CN1C)(F)F)(C)F)Cl